O=C1CC[C@@H]2[C@@H](C[C@@H]3N1[C@@H](CC3)C(=O)N3[C@H]1CCN([C@H]1C3)C=3C=NC=CC3)C2 (3S,6S,7aS,8aR,9aR)-5-oxo-3-((1S,5S)-2-(pyridin-3-yl)-2,6-diazabicyclo[3.2.0]heptane-6-carbonyl)decahydro-1H-cyclopropa[d]pyrrolo[1,2-a]azocin